(R)-1-(2-(5-amino-3-(trifluoromethyl)pyridin-2-yl)-2H-1,2,3-triazol-4-yl)ethan-1-ol NC=1C=C(C(=NC1)N1N=CC(=N1)[C@@H](C)O)C(F)(F)F